FC1=CC=C2C=C(C=C(C2=C1C#C[Si](C(C)C)(C(C)C)C(C)C)C1=CC=2N=C(N=CC2C(=N1)NC1=CC=CC=C1)S(=O)C)OCOC 7-[7-fluoro-3-(methoxymethoxy)-8-[2-(triisopropylsilyl)ethynyl]naphthalen-1-yl]-2-methanesulfinyl-N-phenylpyrido[4,3-d]pyrimidin-5-amine